CC1=CC=C(C(N1C=1N=NC=CC1)=O)C(=O)O 6-methyl-2-oxo-1-(pyridazin-3-yl)-1,2-dihydropyridine-3-carboxylic acid